N1=C(SC2=C1C1=C(C=C2)OCC1)N1C(N[C@H]2[C@@H]1[C@@H](CC2)N(C)C)=O |r| rac-(3aR,6R,6aR)-1-(7,8-dihydrofuro[3,2-e][1,3]benzothiazol-2-yl)-6-(dimethylamino)hexahydrocyclopenta[d]imidazol-2(1H)-one